5-[[(2-acetoxyacetyl)-methoxyamino]methyl]-3,4-difluoro-2-(2-fluoro-4-iodoanilino)benzoic acid methyl ester COC(C1=C(C(=C(C(=C1)CN(OC)C(COC(C)=O)=O)F)F)NC1=C(C=C(C=C1)I)F)=O